5-chloro-3-[2,6-difluoro-3-[[methyl(tetrahydrofuran-3-yl)sulfamoyl]amino]benzoyl]-1H-pyrrolo[2,3-b]pyridine ClC=1C=C2C(=NC1)NC=C2C(C2=C(C(=CC=C2F)NS(N(C2COCC2)C)(=O)=O)F)=O